ethyl 3-chloro-6-oxo-5-(pyrimidin-4-ylamino)-1,6-dihydropyridine-2-carboxylate ClC1=C(NC(C(=C1)NC1=NC=NC=C1)=O)C(=O)OCC